1-(4-((1R,5S)-3,8-diazabicyclo[3.2.1]octan-3-yl)-8-fluoro-2-((tetrahydro-1H-pyrrolizin-7a(5H)-yl)methoxy)quinazolin-7-yl)-8-methyl-1,2,3,4-tetrahydroquinolin-3-ol [C@H]12CN(C[C@H](CC1)N2)C2=NC(=NC1=C(C(=CC=C21)N2CC(CC1=CC=CC(=C21)C)O)F)OCC21CCCN1CCC2